phenylglyme C1(=CC=CC=C1)C(OC)COC